1,2-propylene glycol dimethyl ether COCC(C)OC